C1(=CC=CC=C1)C1=NC(=NC(=N1)C1=CC=CC=C1)C1=C(C=C(C(=C1)C1=NC(=NC(=N1)C1=CC=CC=C1)C1=CC=CC=C1)N1C2=CC=CC=C2C=2C=C(C=CC12)C1=NC(=CC=C1)C1=CC=CC=C1)N1C2=CC=CC=C2C=2C=C(C=CC12)C1=NC(=CC=C1)C1=CC=CC=C1 9,9'-(4,6-bis(4,6-diphenyl-1,3,5-triazin-2-yl)-1,3-phenylene)bis(3-(6-phenylpyridin-2-yl)-9H-carbazole)